3-(4-(tert-butyl)pyrimidin-5-yl)-N-(4-hydroxyphenyl)propanamide C(C)(C)(C)C1=NC=NC=C1CCC(=O)NC1=CC=C(C=C1)O